(7-morpholino-5-(3-(m-tolyl)-1H-pyrazol-1-yl)pyrazolo[1,5-a]pyrimidin-2-yl)(piperidin-1-yl)methanone O1CCN(CC1)C1=CC(=NC=2N1N=C(C2)C(=O)N2CCCCC2)N2N=C(C=C2)C=2C=C(C=CC2)C